8-fluoro-6-(1-(8-isopropyl-8-azabicyclo[3.2.1]octan-3-yl)piperidin-4-yl)-2-(4-(methylsulfonyl)phenyl)imidazo[1,2-a]pyridine FC=1C=2N(C=C(C1)C1CCN(CC1)C1CC3CCC(C1)N3C(C)C)C=C(N2)C2=CC=C(C=C2)S(=O)(=O)C